benzyl 4-(2-(4-(aminomethyl)-2,3-difluorophenyl)-3-cyano-9,10-dihydro-4H-benzo[d]pyrazolo[1,5-a][1,3]diazepin-7-yl)piperazine-1-carboxylate hydrochloride Cl.NCC1=C(C(=C(C=C1)C1=NN2C(NC3=C(CC2)C=C(C=C3)N3CCN(CC3)C(=O)OCC3=CC=CC=C3)=C1C#N)F)F